tert-butyl 5-aminobenzo[b]thiophene-2-carboxylate NC1=CC2=C(SC(=C2)C(=O)OC(C)(C)C)C=C1